BrC=1C=C(C=C2CN(C(C12)=O)C1C(NC(CC1)=O)=O)C(=O)N 7-bromo-2-(2,6-dioxopiperidin-3-yl)-1-oxoisoindoline-5-carboxamide